N-acrylyl-tyrosine C(C=C)(=O)N[C@@H](CC1=CC=C(C=C1)O)C(=O)O